NC1=C2C(=NC=N1)N(N=C2C(=O)NC=2OC1=C(N2)C=C(C=C1)Cl)C1CN(CC1)C(C=CCN1CCCCC1)=O 4-amino-N-(5-chlorobenzo[d]oxazol-2-yl)-1-(1-(4-(piperidin-1-yl)but-2-enoyl)pyrrolidin-3-yl)-1H-pyrazolo[3,4-d]pyrimidine-3-carboxamide